CC1=CC=C(C=C1)S(=O)(=O)N[C@H](C)C(=O)CO N-(p-toluenesulfonyl)-D-alanyl-methanol